CCCCCCCCCCCCCC(=O)O[C@H](COC(=O)CCCCCCC/C=C\CCCCC)COP(=O)(O)OC[C@H](CO)O 1-(9Z-pentadecenoyl)-2-tetradecanoyl-glycero-3-phospho-(1'-sn-glycerol)